ClC1=CC=C(C=C1)[C@@](C=1C=C2C(=CC(N(C2=CC1)C)=O)C1=CC(=CC=C1)C#C)(C=1N(C=NC1)C)O (R)-6-[(4-chlorophenyl)-hydroxy-(3-methyl-3H-imidazol-4-yl)-methyl]-4-(3-ethynylphenyl)-1-methyl-2(1H)-quinolone